(6-methylpyridin-3-yl)-ethanone CC1=CC=C(C=N1)C(C)=O